CC12C(CC(CC1)C2(C)C)SC[C@H](N)C(=O)OCCCCCC hexyl S-(1,7,7-trimethylbicyclo[2.2.1]heptan-2-yl)cysteinate